3-cyclopropyl-7-(hydroxymethyl)-5-iodo-6,8-dihydrocyclopenta[g]Isoquinoline-7-carboxylic acid methyl ester hydrochloric acid Salt Cl.COC(=O)C1(CC2=C(C(=C3C=C(N=CC3=C2)C2CC2)I)C1)CO